C1(=CC=CC=C1)C1=NC(=NC(=N1)C1=CC=CC=C1)C1=C(C=CC2=C1SC1=CC=CC=C1C21C2=CC=CC=C2OC=2C=CC=CC12)B1OC(C(O1)(C)C)(C)C 2,4-diphenyl-6-(3-(4,4,5,5-tetramethyl-1,3,2-dioxaborolan-2-yl)spiro[thioxanthene-9,9'-xanthen]-4-yl)-1,3,5-triazine